5-(2-ethoxyanilino)-7-(methylamino)-N-[(3R)-1-methyl-2-oxo-pyrrolidin-3-yl]pyrazolo[1,5-a]pyrimidine-3-carboxamide C(C)OC1=C(NC2=NC=3N(C(=C2)NC)N=CC3C(=O)N[C@H]3C(N(CC3)C)=O)C=CC=C1